CC1CC12CC(=C(CC2(C)C)C2=CC=C(C=C2)Cl)CCl Methyl-5-(chloromethyl)-6-(4-chlorophenyl)-8,8-dimethyl-spiro[2.5]oct-5-ene